[N+](=O)([O-])C=1C=NN(C1)CC1OC1 4-nitro-1-(oxiran-2-ylmethyl)-1H-pyrazole